C(C)C=1C=C2C(CCN(C2=CC1)S(=O)(=O)C=1C=CC(=C(CO)C1)OCC1CCOCC1)C 5-((6-Ethyl-4-methyl-3,4-dihydroquinolin-1(2H)-yl)sulfonyl)-2-((tetrahydro-2H-pyran-4-yl)methoxy)benzyl Alcohol